P(=O)(O)(O)OCCCCCCOC(C=C)=O acryloyloxyhexyl dihydrogenphosphate